C1=CC2=C(C=CC(=O)N2)C=C1O The molecule is a dihydroxyquinoline that is quinoline in which the hydrogens at positions 2 and 6 are replaced by hydroxy groups.